BrC=1C=CC=C2C=NC(=NC12)NC=1C=CC(=C(C1)C(=O)N1CCN(CC1)C)C [5-[(8-bromoquinazolin-2-yl)amino]-2-methyl-phenyl]-(4-methylpiperazin-1-yl)methanone